COC(=O)C=1C(NC(N(C1)[C@@H]1O[C@@H]([C@@H](C1)O)CO)=O)=O 1-((2r,4r,5r)-4-hydroxy-5-(hydroxymethyl)tetrahydrofuran-2-yl)-2,4-dioxo-1,2,3,4-tetrahydropyrimidine-5-carboxylic acid methyl ester